isobutyl-methyldichlorosilane ethyl-(S)-3-amino-3-(4-fluoro-2',5,6'-trimethyl-4'-(trifluoromethyl)-[1,1'-biphenyl]-3-yl)propanoate hydrochloride Cl.C(C)OC(C[C@@H](C=1C=C(C=C(C1F)C)C1=C(C=C(C=C1C)C(F)(F)F)C)N)=O.C(C(C)C)[Si](Cl)(Cl)C